CSC(C#CC(C)(N(CCOCC1=CC2=CC=CC=C2C=C1)C)C)=O 4-methyl-4-[methyl-[2-(2-naphthylmethoxy)ethyl]amino]pent-2-ynethioic acid S-methyl ester